methyl 6-(4-(tert-butoxycarbonyl)piperazin-1-yl)-5-ethyl-7-oxo-4,7-dihydro-[1,2,4]triazolo[1,5-a]pyrimidine-2-carboxylate C(C)(C)(C)OC(=O)N1CCN(CC1)C1=C(NC=2N(C1=O)N=C(N2)C(=O)OC)CC